CN1CCC(CC1)OC(=O)NNC(=O)[C@@]12CN(C[C@]2(C1)C(F)(F)F)C1=C2C=CC=NC2=C(C=C1)C#N 1-methylpiperidin-4-yl-2-((1S,5R)-3-(8-cyanoquinolin-5-yl)-5-(trifluoromethyl)-3-azabicyclo[3.1.0]hexane-1-carbonyl)hydrazine-1-carboxylate